((((1R)-2-(6-amino-9H-purin-9-yl)-1-methyl-ethoxy)methyl-phenoxy-phosphoryl)amino)-2-(2-methylbenzyloxy)-ethane NC1=C2N=CN(C2=NC=N1)C[C@H](OCP(=O)(OC1=CC=CC=C1)NCCOCC1=C(C=CC=C1)C)C